NC=1C(NC(NC1NC1[C@H](O)[C@H](O)[C@H](O1)CO)=O)=O 5-amino-6-ribosylamino-2,4(1H,3H)-pyrimidinedione